2,4,6-Tris(4-carboxyphenyl)-1,3,5-triazine C(=O)(O)C1=CC=C(C=C1)C1=NC(=NC(=N1)C1=CC=C(C=C1)C(=O)O)C1=CC=C(C=C1)C(=O)O